C1(=CC=CC=C1)C1=C(C=2NC3=CC=CC=C3C2C=C1)C=1C(=C(C=CC1)C1=CC=CC=C1)C(N(N)C1=CC=CC=2C3=CC=CC=C3C3=CC=CC=C3C12)=O (phenylcarbazolyl)[(triphenylenyl)carbazoyl]biphenyl